6-amino-2-[3,5-dichloro-4-[(3-isopropyl-1H-indol-5-yl)oxy]phenyl]-4H-1,2,4-triazine-3,5-dione NC=1C(NC(N(N1)C1=CC(=C(C(=C1)Cl)OC=1C=C2C(=CNC2=CC1)C(C)C)Cl)=O)=O